NCCNC(=O)C=1C=CC2=C(N=C(O2)NC=2OC3=C(N2)C=C(C=C3)F)C1 N-(2-aminoethyl)-2-((5-fluorobenzo[d]oxazol-2-yl)amino)benzo[d]oxazole-5-carboxamide